N-cyclopropyl-4-[7-[2-(dimethylamino)ethoxy]imidazo[1,2-a]pyridin-3-yl]-2-fluoro-6-methoxy-benzamide C1(CC1)NC(C1=C(C=C(C=C1OC)C1=CN=C2N1C=CC(=C2)OCCN(C)C)F)=O